4-(2-chlorophenyl)pyrimidine-5-carboxylic acid methyl ester COC(=O)C=1C(=NC=NC1)C1=C(C=CC=C1)Cl